1,3-dibromo-5-(2-octyldodecyl)-4H-thieno[3,4-c]pyrrole BrC1SC(=C2C1=CN(C2)CC(CCCCCCCCCC)CCCCCCCC)Br